methyl 4-(1-(2,6-dichlorophenyl) azetidin-3-yl)-2-fluoro-6-methylbenzoate ClC1=C(C(=CC=C1)Cl)N1CC(C1)C1=CC(=C(C(=O)OC)C(=C1)C)F